CC1=C(C=CC=C1C1=CC=2N(C=C1)C(=CN2)C2=CC=C(CN1C(COCC1)C(=O)O)C=C2)C2=CC=CC=C2 4-(4-(7-(2-methyl-[1,1'-biphenyl]-3-yl)imidazo[1,2-a]pyridin-3-yl)benzyl)morpholine-3-carboxylic acid